3-(N-(4-chloro-5-cyano-2-(2-methylcyclobutoxy)phenyl)sulfamoyl)-4-cyclopropylbenzoic acid methyl ester COC(C1=CC(=C(C=C1)C1CC1)S(NC1=C(C=C(C(=C1)C#N)Cl)OC1C(CC1)C)(=O)=O)=O